1-bromo-6-(3-ethyl-undecyl)-2-phenyl-naphthalene BrC1=C(C=CC2=CC(=CC=C12)CCC(CCCCCCCC)CC)C1=CC=CC=C1